FC1=C(C(NC2=CC(=CC=C12)CN1CCNCC1)=O)C(F)(F)F 4-((4-fluoro-2-oxo-3-(trifluoromethyl)-1,2-dihydroquinolin-7-yl)methyl)piperazine